BrC1=NN(C=C1C1(CC2CC(CC2C1)C=1N=CN(C1C(=O)NC1=CC(=C(C=C1)F)Cl)C)O)C 4-(5-(3-Bromo-1-methyl-1H-pyrazol-4-yl)-5-hydroxyoctahydropentalen-2-yl)-N-(3-chloro-4-fluorophenyl)-1-methyl-1H-imidazole-5-carboxamide